CN(C1=NC=CC(=C1)C[C@@H]1[C@H](N(C1=O)C(=O)N[C@H](CC)C1=CC=CC=C1)C(=O)N(C)C1=NN(C=C1)C)C (2S,3R)-3-((2-dimethylaminopyridin-4-yl)methyl)-N2-(1-methyl-1H-pyrazol-3-yl)-N1-((R)-1-phenylpropyl)-N2-methyl-4-oxoazetidine-1,2-dicarboxamide